cholest-5,8(9)-dien-3β-ol CC(C)CCC[C@@H](C)[C@H]1CC[C@H]2C=3CC=C4C[C@H](CC[C@]4(C)C3CC[C@]12C)O